C(C1=CC(O)=C(O)C(O)=C1)(=O)OC1=CC(=CC(=C1)C(F)(F)F)C(F)(F)F (3,5-bis(trifluoromethyl) phenyl) gallate